ClC=1C=CC(=C(CN2C(=NC3=C2C=C(C(=C3)F)F)N3C[C@H]([C@@H](CC3)F)N)C1)OC(F)(F)F (3R,4R)-1-(1-(5-Chloro-2-(trifluoromethoxy)benzyl)-5,6-difluoro-1H-benzimidazol-2-yl)-4-fluoro-3-piperidinamin